2-(2-phenylethoxy)propan-1-ol C1(=CC=CC=C1)CCOC(CO)C